F[P-](F)(F)(F)(F)F.CN(C)C(=[N+]1N=NC2=NC=CC=C21)N(C)C 1-[bis(dimethylamino)methylene]-1H-1,2,3-triazolo[4,5-b]pyridinium hexafluorophosphate